ClC1=CC(=CC(=N1)N1CCN(CC1)S(=O)(=O)C1=CC=C(C=C1)NC(=O)C=1C=C2CCC(C2=CC1)=O)C(F)(F)F N-[4-[4-[6-chloro-4-(trifluoromethyl)-2-pyridyl]piperazin-1-yl]sulfonylphenyl]-1-oxo-indane-5-carboxamide